Cl.COC=1C=C2C(=NC=NC2=CC1OC)Cl 6,7-dimethoxy-4-chloro-quinazoline hydrochloride